2-[[8-(3-methylsulfonylphenyl)-3-oxo-1H-benzo[e]isoindol-2-yl]methyl]prop-2-enamide CS(=O)(=O)C=1C=C(C=CC1)C=1C=CC2=C(C=3CN(C(C3C=C2)=O)CC(C(=O)N)=C)C1